1-(5-chloro-2-fluoro-3-hydroxyphenyl)-3-((2-(2,6-dioxopiperidin-3-yl)-6-fluoro-1-oxoisoindolin-5-yl)methyl)urea ClC=1C=C(C(=C(C1)NC(=O)NCC=1C=C2CN(C(C2=CC1F)=O)C1C(NC(CC1)=O)=O)F)O